2-(2,2-Difluoro-propyl)-5-(2'-methoxy-4'-methyl-3,4,5,6-tetrahydro-2H-[1,3']bipyridinyl-4-yl)-7-(2-trifluoromethylbenzyl)-2,4,5,7-tetrahydro-pyrazolo[3,4-d]pyrimidin-6-one FC(CN1N=C2N(C(N(CC2=C1)C1CCN(CC1)C=1C(=NC=CC1C)OC)=O)CC1=C(C=CC=C1)C(F)(F)F)(C)F